OC1=CC=C(C=CC(=O)SCCNC(CCNC([C@@H](C(COP(OP(OC[C@@H]2[C@H]([C@H]([C@@H](O2)N2C=NC=3C(N)=NC=NC23)O)OP(=O)(O)O)(=O)O)(=O)O)(C)C)O)=O)=O)C=C1 4-hydroxycinnamoyl-coenzyme A